NC1=CC=CC=2N=C(OC21)NC=2NC(=C(C(N2)C2=C(C=C(C=C2)C)Cl)C(=O)NC(C)C=2C=NN(C2)C)C 2-((7-aminobenzo[d]oxazol-2-yl)amino)-4-(2-chloro-4-methylphenyl)-6-methyl-N-(1-(1-methyl-1H-pyrazol-4-yl)ethyl)-1,4-dihydropyrimidine-5-carboxamide